N1=CC=C(C=C1)OC1CC(C1)CO ((1r,3r)-3-(pyridin-4-oxy)cyclobutyl)methanol